((3R,4R)-4-(3,4-dihydroisoquinolin-2(1H)-yl)-3-hydroxypiperidin-1-yl)(2-isobutoxy-6-((1-(thiazol-2-yl)piperidin-4-yl)amino)pyrimidin-4-yl)methanone C1N(CCC2=CC=CC=C12)[C@H]1[C@@H](CN(CC1)C(=O)C1=NC(=NC(=C1)NC1CCN(CC1)C=1SC=CN1)OCC(C)C)O